FC1(OC2=C(O1)C=CC(=C2)[C@H](C)OC=2C=C(C=CC2F)N2N=C(C=1CCCC(C21)=O)C#N)F (S)-1-(3-(1-(2,2-difluorobenzo[d][1,3]dioxol-5-yl)ethoxy)-4-fluorophenyl)-7-oxo-4,5,6,7-tetrahydro-1H-indazole-3-carbonitrile